[Na+].[Na+].FC=1C(=CC(=NC1)OC)C(C(=O)[O-])(C(=O)[O-])C (5-fluoro-2-methoxypyridin-4-yl)(methyl)malonic acid disodium salt